BrC1=C(C(=O)O)C=CC(=C1F)O[C@@H]1[C@@H](CC1)O |o1:12,13| rel-2-bromo-3-fluoro-4-((1S,2R)-2-hydroxycyclobutoxy)benzoic acid